Aminopropyl-Carbazole NCCCC1=CC=CC=2C3=CC=CC=C3NC12